tert-butyl 3-(6-chloro-4-cyano-5-fluoro-8-methoxy-3-methyl-2,7-naphthyridin-1-yl)-3,8-diazabicyclo[3.2.1]octane-8-carboxylate ClC=1C(=C2C(=C(N=C(C2=C(N1)OC)N1CC2CCC(C1)N2C(=O)OC(C)(C)C)C)C#N)F